BrC=1C=C(C=CC1)C(CCCC(CO[Si](C)(C)C(C)(C)C)(C)C)OC1OCCCC1 ((6-(3-Bromophenyl)-2,2-dimethyl-6-((tetrahydro-2H-pyran-2-yl)oxy)hexyl)oxy)(tert-butyl)dimethylsilane